2-(2-hydroxyethyl)-tetrahydro-1H-pyrrolo[1,2-c]Imidazol-3-one OCCN1C(N2C(C1)CCC2)=O